COC=1C=CC(=NC1)C=1OC2=C(N1)C=C(C=C2)OCC2=NC=C(C=C2)OC 2-(5-Methoxypyridin-2-yl)-5-[(5-methoxypyridin-2-yl)methoxy]-1,3-benzoxazole